(R)-N-(2-hydroxypropyl)-N-methyl-4-(2-(5-methyl-2-(2-morpholinoethyl)-1,2,3,4-tetrahydroisoquinolin-7-yl)-5H-pyrrolo[2,3-b]pyrazin-7-yl)benzamide O[C@@H](CN(C(C1=CC=C(C=C1)C1=CNC2=NC=C(N=C21)C2=CC(=C1CCN(CC1=C2)CCN2CCOCC2)C)=O)C)C